N2,N7-bis(3-fluorocyclobutyl)-9-(hydroxyimino)-9H-fluorene-2,7-disulfonamide FC1CC(C1)NS(=O)(=O)C1=CC=2C(C3=CC(=CC=C3C2C=C1)S(=O)(=O)NC1CC(C1)F)=NO